C[P+](C(C)C)(C)I dimethylisopropylphosphonio iodide